C(C)SC1=C(C=CC=C1)NC(CCC(C1=CC=C(C=C1)NC1=CC=CC=C1)C1=CC=C(C=C1)NC1=CC=CC=C1)=O N-(2-(ethylthio)phenyl)-4,4-bis(4-(phenylamino)phenyl)butyramide